C(C)(=O)N1CCC(CC1)NCC=1C=CC(=NC1OC)C=1C(=C(C=CC1)C1=C(C(=NC=C1)C=1C=C2CN(CC2=CC1)C(=O)OC(C)(C)C)Cl)Cl tert-butyl 5-(4-(3-(5-(((1-acetylpiperidin-4-yl)amino)methyl)-6-methoxypyridin-2-yl)-2-chlorophenyl)-3-chloropyridin-2-yl)isoindoline-2-carboxylate